N-[5-[5-[[(2S)-3,3-dimethylazetidin-2-yl]methoxy]-2-methyl-4-pyridyl]pyrazolo[1,5-a]pyridin-2-yl]cyclopropanecarboxamide CC1([C@H](NC1)COC=1C(=CC(=NC1)C)C1=CC=2N(C=C1)N=C(C2)NC(=O)C2CC2)C